1-(8-fluoro-7-(7-fluoro-3-(methoxymethoxy)-8-((triisopropylsilyl)ethynyl)naphth-1-yl)-5-methyl-2-(methylsulfonyl)pyrido[4,3-d]pyrimidin-4-yl)-3-methylpiperidin-3-ol FC1=C(N=C(C2=C1N=C(N=C2N2CC(CCC2)(O)C)S(=O)(=O)C)C)C2=CC(=CC1=CC=C(C(=C21)C#C[Si](C(C)C)(C(C)C)C(C)C)F)OCOC